(2R,3S,4R,5R)-2-((R)-bicyclo[4.2.0]octa-1,3,5-trien-3-yl(hydroxy)methyl)-5-(4-(hydroxymethyl)-7H-pyrrolo[2,3-d]pyrimidin-7-yl)tetrahydrofuran-3,4-diol C12=CC(=CC=C2CC1)[C@H]([C@H]1O[C@H]([C@@H]([C@@H]1O)O)N1C=CC2=C1N=CN=C2CO)O